[Si](C)(C)(C(C)(C)C)O[C@H]1C(NCC1)=O |r| (rac)-3-((tert-butyldimethylsilyl)oxy)pyrrolidin-2-one